BrC1=CC=C(S1)CNC(OC(C)(C)C)=O tert-butyl ((5-bromothiophene-2-yl)methyl)carbamate